Ethyl (2RS)-7-(imidazo[1,2-a]pyridin-6-ylmethoxy)chromane-2-carboxylate N=1C=CN2C1C=CC(=C2)COC2=CC=C1CC[C@@H](OC1=C2)C(=O)OCC |r|